CC=1N=CN(C1C)CC1=CC=CC=C1 4,5-dimethyl-1-benzyl-imidazole